2-(((1r,4r)-4-aminocyclohexyl)amino)-1-(4-(2-(3,4-dimethoxyphenyl)-3-isopropyl-1H-indol-5-yl)piperidin-1-yl)ethan-1-one NC1CCC(CC1)NCC(=O)N1CCC(CC1)C=1C=C2C(=C(NC2=CC1)C1=CC(=C(C=C1)OC)OC)C(C)C